ClC=1C(=C(C(=CC1NC(=O)NC1CC1)F)[O-])F.C1(CC1)[NH3+] cyclopropanaminium 3-chloro-4-(3-cyclopropylureido)-2,6-difluorophenolate